CC1=C(C=CC=C1B1OC(C(O1)(C)C)(C)C)NC(=O)C1=CC=C(C=N1)CNCCNC(OC(C)(C)C)=O tert-butyl (2-(((6-((2-methyl-3-(4,4,5,5-tetramethyl-1,3,2-dioxaborolan-2-yl)phenyl)carbamoyl)pyridin-3-yl)methyl)amino)ethyl)carbamate